N-isopropylethane-1,2-diamine C(C)(C)NCCN